CC=1N=C(SC1C1=NC(=NC=C1)NC)NC(=O)NC1=CC(=CC=C1)S(=O)(=O)C(F)(F)F 1-(4-Methyl-5-(2-(methylamino)pyrimidin-4-yl)-thiazol-2-yl)-3-(3-((trifluoromethyl)-sulfonyl)phenyl)urea